The molecule is a polybromodiphenyl ether that is diphenyl ether in which the hydrogens at the 2, 4, 6, 2', and 4' positions have been replaced by bromines. C1=CC(=C(C=C1Br)Br)OC2=C(C=C(C=C2Br)Br)Br